C[Si]1(O[SiH2]O[SiH2]O1)CCC(F)(F)F Methyltrifluoropropylcyclotrisiloxane